N-(3-((3-amino-5-(4-amino-4-methylpiperidin-1-yl)pyrazin-2-yl)thio)-2-chlorophenyl)-4-hydroxy-5-(4-hydroxy-3-methoxyphenyl)-1-methyl-2-carbonyl-1,2-dihydropyridine-3-carboxamide NC=1C(=NC=C(N1)N1CCC(CC1)(C)N)SC=1C(=C(C=CC1)NC(=O)C=1C(N(C=C(C1O)C1=CC(=C(C=C1)O)OC)C)=C=O)Cl